ClC=1C=CC(=C(C1)C1=C(C=NC(=C1)C)C(=O)NC=1SC=2C(=NC=C(N2)C2=NC=C(C=C2)C2CC2)N1)OC 4-(5-chloro-2-methoxyphenyl)-N-[6-(5-cyclopropylpyridin-2-yl)thiazolo[4,5-b]pyrazin-2-yl]-6-methylpyridine-3-carboxamide